N-(methyl-d3)-1,3-dihydrospiro[indene-2,4'-piperidine]-6-carboxamide C(NC(=O)C1=CC=C2CC3(CCNCC3)CC2=C1)([2H])([2H])[2H]